ClC1=CC(=C(C2=C1N(N=N2)C)C)C(CC(=O)[O-])C=2C=C1CCCC1=C(C2)CN2C[C@H](OC1=C([C@@H]2C)N=CC=C1)CC 3-(7-chloro-1,4-dimethyl-1H-benzotriazol-5-yl)-3-(7-{[(2R,5S)-2-ethyl-5-methyl-2,3-dihydropyrido[2,3-f][1,4]oxazepin-4(5H)-yl]methyl}-2,3-dihydro-1H-inden-5-yl)propanoate